C(CCCCCCCCCCCCCCCCCN=C=O)N=C=O 1,18-octadecylene diisocyanate